3-ethyl-5-benzyl-2-methyl-4-ethynylbenzene C(C)C=1C(=CC=C(C1C#C)CC1=CC=CC=C1)C